BrC=1C(=CC(=NC1)NC1=C(C=C(C=C1)NC(C=C)=O)C=1N=CN(C1)C)Cl N-(4-((5-bromo-4-chloropyridin-2-yl)amino)-3-(1-methyl-1H-imidazol-4-yl)phenyl)acrylamide